COC=C(C)C=1C=C(C=CC1)CC(C(=O)OC)(C)C methyl 3-[3-(1-methoxyprop-1-en-2-yl) phenyl]-2,2-dimethylpropanoate